C(C)(C)N1CCN(CC1)C(=O)[C@@H]1CN([C@H](O1)C(F)(F)F)C1=CC(=C(C#N)C=C1)C(F)(F)F 4-((2R,5S)-5-(4-Isopropylpiperazin-1-carbonyl)-2-(trifluoromethyl)oxazolidin-3-yl)-2-(trifluoromethyl)benzonitril